C(C)(C)(C)OC(NC1=CC=C(C=C1)C=1OC=C(N1)C(NCC1CC1)=O)=O tert-Butyl(4-(4-(cyclopropylmethylcarbamoyl)oxazol-2-yl)phenyl)carbamate